(S)-4-(3-aminopiperidin-1-yl)-N-(2-(7-fluoroquinoxalin-6-yl)pyrimidin-4-yl)-6'-(tetrahydro-2H-pyran-4-yl)-[3,3'-bipyridin]-6-amine hydrochloride Cl.N[C@@H]1CN(CCC1)C1=C(C=NC(=C1)NC1=NC(=NC=C1)C=1C=C2N=CC=NC2=CC1F)C=1C=NC(=CC1)C1CCOCC1